2,6-difluoro-4-bromo-iodobenzene FC1=C(C(=CC(=C1)Br)F)I